NC=1C(=C2C(=NC1C(=O)OC)N(C(=C2C#N)C)C)Br methyl 5-amino-4-bromo-3-cyano-1,2-dimethyl-1H-pyrrolo[2,3-b]pyridine-6-carboxylate